CN(C1=CC=C(C=C1)C1=NN=C(S1)N)C 5-(4-dimethylaminophenyl)-1,3,4-thiadiazol-2-amine